2-(((tert-Butoxycarbonyl)(7-(4-isopropylphenyl)-2,3-dihydrobenzofuran-5-yl)amino)methyl)acrylic acid C(C)(C)(C)OC(=O)N(C=1C=C(C2=C(CCO2)C1)C1=CC=C(C=C1)C(C)C)CC(C(=O)O)=C